2-(1,1-dimethyl-prop-2-ynyl)-5-[1-(2-fluoro-6-methyl-phenyl)-piperidin-4-yl]-7-(2-trifluoromethyl-benzyl)-2,4,5,7-tetrahydro-pyrazolo[3,4-d]pyrimidin-6-one CC(C#C)(C)N1N=C2N(C(N(CC2=C1)C1CCN(CC1)C1=C(C=CC=C1C)F)=O)CC1=C(C=CC=C1)C(F)(F)F